C1(CC1)S(=O)(=O)NC=1SC=C(N1)C(C(=O)NC1=NC=C(C=C1)C1=NC(=CN=C1)C(F)(F)F)CCOC 2-(2-(cyclopropanesulfonamido)thiazol-4-yl)-4-methoxy-N-(5-(6-(trifluoromethyl)pyrazin-2-yl)pyridin-2-yl)butanamide